C[Si](C1=CC=C(C=C1)Br)(C)C 4-(trimethyl)silylbromobenzene